N-[2-heptyl]-methylpropargylamine CC(CCCCC)N(CC#C)C